3-amino-4-(ethylamino)-5-fluorobenzoic acid methyl ester COC(C1=CC(=C(C(=C1)F)NCC)N)=O